(R)-5-chloro-N-(1-(4-(1-isopropyl-4-(trifluoromethyl)-1H-imidazol-2-yl)phenyl)ethyl)-2-methyl-2H-pyrazolo[4,3-d]pyrimidin-7-amine ClC=1N=C(C=2C(N1)=CN(N2)C)N[C@H](C)C2=CC=C(C=C2)C=2N(C=C(N2)C(F)(F)F)C(C)C